ClC1=C(C=2N(C(=C1)CCC1=CC=CC=C1)N=CN2)C(=O)[O-].[Na+] sodium 7-chloro-5-(2-phenylethyl)-[1,2,4]triazolo[1,5-a]pyridine-8-carboxylate